C(C=C)(=O)N1CCN(CC1)C[C@H](CN1C2=C(N(C([C@H](CC1)NC1=C(C#N)C(=CC(=N1)C)C(F)(F)F)=O)C)C=CC(=C2)F)O |&1:11| 2-(((S)-6-((R/S)-3-(4-Acryloylpiperazin-1-yl)-2-hydroxypropyl)-8-fluoro-1-methyl-2-oxo-1,2,3,4,5,6-hexahydrobenzo[b][1,4]diazocin-3-yl)amino)-6-methyl-4-(trifluoromethyl)nicotinonitril